ClC1=C(C=C(C=C1)NC(N(C)[C@@H]1COCC=2NC(C=3C=C(C(=CC3C21)F)F)=O)=O)C#N (S)-3-(4-chloro-3-cyanophenyl)-1-(8,9-difluoro-6-oxo-1,4,5,6-tetrahydro-2H-pyrano[3,4-c]isoquinolin-1-yl)-1-methylurea